FC1=C(C=C(C=C1)O)C1=C(C(=NC=2CN(CCC12)C1=C(N=CS1)C)N1CC2(CN(C2)C(C=C)=O)CC1)C#N 4-(2-fluoro-5-hydroxyphenyl)-7-(4-methyl-1,3-thiazol-5-yl)-2-(2-(2-propenoyl)-2,6-diazaspiro[3.4]octan-6-yl)-5,6,7,8-tetrahydro-1,7-naphthyridine-3-carbonitrile